C1(=C2N(C=N1)CCC2)C(C(=O)NC=2SC=CN2)N2C(C1=CC(=CC(=C1C2)F)C=2C=NN(C2)C2CCNCC2)=O 2-(6,7-dihydro-5H-pyrrolo[1,2-c]imidazol-1-yl)-2-[4-fluoro-1-oxo-6-[1-(4-piperidinyl)pyrazol-4-yl]isoindol-2-yl]-N-thiazol-2-yl-acetamide